C(C)N1N=C2C=CC=C(C2=C1)C1=C(C=C2NC(C=3N(C2=C1F)C(=NN3)C)(C)C)F 8-(2-Ethyl-2H-indazol-4-yl)-7,9-difluoro-1,4,4-trimethyl-5H-[1,2,4]triazolo[4,3-a]quinoxaline